FC1=C(C(=CC(=C1)OC)F)C=1C(=NC=NC1C)C1=CC(=CC=C1)F 5-(2,6-difluoro-4-methoxyphenyl)-4-(3-fluorophenyl)-6-methylpyrimidine